FC(C(=O)C1=CC=C2N1[C@@H](CN(C21CCN(CC1)C(=O)C1=NC(=C(C=C1)OC(C)C)C)C)C)(F)F 2,2,2-trifluoro-1-[r-(5-isopropoxy-6-methyl-pyridine-2-carbonyl)-2,4-dimethyl-spiro[3,4-dihydropyrrolo[1,2-a]pyrazine-1,4'-piperidine]-6-yl]ethanone